bis(2-pentylheptyl) 11-(2-(diethylamino)ethyl)-7,15-dioxo-5,17-dipropyl-6,8,14,16-tetraoxa-11-azahenicosandioate C(C)N(CCN(CCOC(OC(CCCC(=O)OCC(CCCCC)CCCCC)CCC)=O)CCOC(OC(CCCC(=O)OCC(CCCCC)CCCCC)CCC)=O)CC